N=S(=O)(C=1C=NC(=NC1)N1CCN(CC1)C(C)C=1C=CC2=C(N=C(S2)C)C1)C Imino(methyl)(2-(4-(1-(2-methylbenzo[d]thiazol-5-yl)ethyl)piperazin-1-yl)pyrimidin-5-yl)-λ6-sulfanone